O=C1C=C(C(=CN1)C(=O)O)C(=O)O 6-oxo-1,6-dihydropyridine-3,4-dicarboxylic acid